N-[(1S)-1-[[(3-Amino-3-oxo-propyl)-(2-chloro-2-fluoro-acetyl)amino]carbamoyl]-3-methyl-butyl]-1H-benzimidazole-2-carboxamide NC(CCN(C(C(F)Cl)=O)NC(=O)[C@H](CC(C)C)NC(=O)C1=NC2=C(N1)C=CC=C2)=O